2-(2-methoxy-2-oxoacetyl)-2,7-diazaspiro[3.5]nonane-7-carboxylic acid tert-butyl ester C(C)(C)(C)OC(=O)N1CCC2(CN(C2)C(C(=O)OC)=O)CC1